N(=[N+]=[N-])CC(=O)C1(O)[C@H](N)[C@@H](O)[C@@H](O)[C@H](O1)CO azidoacetyl-galactosamine